((5-phenylthiophen-2-yl)methyl)quinoxaline-2-carboxamide C1(=CC=CC=C1)C1=CC=C(S1)CC=1C(=NC2=CC=CC=C2N1)C(=O)N